2-(2-oxoimidazolidin-1-yl)-4,6-bis(trifluoromethyl)phenyl (3-chloro-2,4-difluorophenyl)(methyl)carbamate ClC=1C(=C(C=CC1F)N(C(OC1=C(C=C(C=C1C(F)(F)F)C(F)(F)F)N1C(NCC1)=O)=O)C)F